lithium 2-(perfluorohexyl)-ethyl-sulfonate methyl-3'-hydroxyl-6-((4-(3-(pyridin-3-yl)ureido)phenyl)ethynyl)-[1,1'-biphenyl]-2-carboxylate COC(=O)C=1C(=C(C=CC1)C#CC1=CC=C(C=C1)NC(=O)NC=1C=NC=CC1)C1=CC(=CC=C1)O.FC(C(C(C(C(C(F)(F)F)(F)F)(F)F)(F)F)(F)F)(CCS(=O)(=O)[O-])F.[Li+]